5-(3-(trifluoromethyl)phenyl)-N-(3-(2-oxopropyl)-1,2,4-thiadiazol-5-yl)furan-3-Formamide FC(C=1C=C(C=CC1)C1=CC(=CO1)C(=O)NC1=NC(=NS1)CC(C)=O)(F)F